3-(4,4,5,5-tetramethyl-1,3,2-dioxaborolan-2-yl)-6,7-dihydro-5H-pyrrolo[1,2-a]imidazole CC1(OB(OC1(C)C)C1=CN=C2N1CCC2)C